O[C@@H](CC(=O)N[C@@H](CC)C1=CC(=CC=C1)OC(F)(F)F)C(C)(C)C (S)-3-Hydroxy-4,4-dimethyl-N-((S)-1-(3-(trifluoromethoxy)phenyl)propyl)pentanamid